C(C)(C)(C)OC([C@@H](COC1=CC=C(C=C1)C=1C=NN(C1)CC1(CN(C1)C(=O)OC(C)(C)C)F)O)=O tert-butyl (R)-3-((4-(4-(3-(tert-butoxy)-2-hydroxy-3-oxopropoxy) phenyl)-1H-pyrazol-1-yl)methyl)-3-fluoroazetidine-1-carboxylate